FC=1C(=NC=CC1)N1CCC(CC1)(C)N1N=CC(=C1)CC=1C=2C3=C(C(N(C3=CC1)C1C(NC(CC1)=O)=O)=O)C=CC2 3-[6-[[1-[1-(3-fluoro-2-pyridyl)-4-methyl-4-piperidyl]pyrazol-4-yl]methyl]-2-oxo-benzo[cd]indol-1-yl]piperidine-2,6-dione